P(OC1C(CCC(C1)C)C(C)C)(OC1=CC=CC=C1)OC1=CC=CC=C1 2-isopropyl-5-methylcyclohexyl diphenyl phosphite